(R)-(1-(2-(7-chloro-1-(cyclopropylmethyl)-1H-pyrrolo[2,3-c]pyridin-2-yl)-3-methylpyrazolo[1,5-a]pyridine-6-carbonyl)piperidin-3-yl)carbamic acid tert-butyl ester C(C)(C)(C)OC(N[C@H]1CN(CCC1)C(=O)C=1C=CC=2N(C1)N=C(C2C)C2=CC=1C(=C(N=CC1)Cl)N2CC2CC2)=O